OC1CN(CCC1)C1=C(C=C(C=C1)C1=NNC(OC1)=O)C(F)(F)F 5-[4-(3-Hydroxypiperidin-1-yl)-3-(trifluoromethyl)phenyl]-3,6-dihydro-2H-1,3,4-oxadiazin-2-one